(E,Z,Z)-2,4,6-Nonatrienal C(\C=C\C=C/C=C\CC)=O